CC(CCOC1=C(C=CC=C1)CCC(C)=O)=C 4-((3-methylbutan-3-en-1-yloxy)phenyl)butan-2-one